3-(4-(aminomethyl)phenyl)-2-(2-aminopyridin-3-yl)-N-cyclopropyl-3H-imidazo[4,5-b]pyridin-5-amine NCC1=CC=C(C=C1)N1C(=NC=2C1=NC(=CC2)NC2CC2)C=2C(=NC=CC2)N